N-[3-(5-Bromo-1H-pyrazolo[3,4-b]pyridin-3-carbonyl)-2,6-difluorophenyl]methansulfonamid BrC=1C=C2C(=NC1)NN=C2C(=O)C=2C(=C(C(=CC2)F)NS(=O)(=O)C)F